[RhH].C(=O)(P(C1=CC=CC=C1)(C1=CC=CC=C1)C1=CC=CC=C1)P(C1=CC=CC=C1)(C1=CC=CC=C1)C1=CC=CC=C1 (carbonyl)bis(triphenylphosphine) rhodium (I) hydride